tris(triphenylphosphine) rhodium (I) bromide [Rh]Br.C1(=CC=CC=C1)P(C1=CC=CC=C1)C1=CC=CC=C1.C1(=CC=CC=C1)P(C1=CC=CC=C1)C1=CC=CC=C1.C1(=CC=CC=C1)P(C1=CC=CC=C1)C1=CC=CC=C1